(Z)-1-(3-(2-((2-fluoroethoxy)methyl)-5-methylphenyl)-4-oxothiazolidin-2-ylidene)-3-(2-methyl-4-(1-(4-(perfluoroethoxy)phenyl)-1H-1,2,4-triazol-3-yl)phenyl)urea FCCOCC1=C(C=C(C=C1)C)N1/C(/SCC1=O)=N/C(=O)NC1=C(C=C(C=C1)C1=NN(C=N1)C1=CC=C(C=C1)OC(C(F)(F)F)(F)F)C